[N+](=O)([O-])C1=C(C=CC=C1)[Se]C#N 2-nitrophenyl selenocyanate